CC1=NC(=CC(=C1)B1OC(C(O1)(C)C)(C)C)C1COC1 2-methyl-6-(oxetan-3-yl)-4-(4,4,5,5-tetramethyl-1,3,2-dioxaborolan-2-yl)pyridine